7-(3-{1-[(4,4-Difluorocyclohexyl)methyl]-1H-pyrazol-4-yl}-6-methylpyridin-2-yl)-3-methoxycinnolin FC1(CCC(CC1)CN1N=CC(=C1)C=1C(=NC(=CC1)C)C1=CC=C2C=C(N=NC2=C1)OC)F